[C@@H]1([C@H](O)[C@@H](O)[C@H](O)[C@H](O1)CO)O[C@H]1[C@@H](O)O[C@@H]([C@H]([C@@H]1O)O)CO 2-O-β-D-Glucopyranosyl-alpha-D-glucopyranose